C1(CC1)N(CCO)C 2-(cyclopropyl-(methyl)amino)ethan-1-ol